4-((4-(2-chlorophenyl)-1H-1,2,3-triazol-1-yl)methyl)benzoic acid ClC1=C(C=CC=C1)C=1N=NN(C1)CC1=CC=C(C(=O)O)C=C1